C(CCCCC(=O)OCC1(COC(OC1)(C)C)COC(CCCCC(=O)OCCCCCCCCC)=O)(=O)OCCCCCCCCC O6-[[2,2-dimethyl-5-[(6-nonoxy-6-oxo-hexanoyl)oxymethyl]-1,3-dioxan-5-yl]methyl] O1-nonyl hexanedioate